C(C1=CC=CC=C1)C=1C=C2C(=NNC2=CC1)\C=C\C1=NC=CC=C1 (E)-5-benzyl-3-(2-(pyridin-2-yl)vinyl)-1H-indazole